C(C)OC(CCCC\C=C/C\C=C/C\C=C/CCCCC)=O γ-linolenic acid ethyl ester